NC1CCC(CC1)OC1=C2C=C(C=NC2=CC(=N1)N1CCOCC1)NS(=O)(=O)C N-(5-(((1s,4s)-4-aminocyclohexyl)oxy)-7-morpholino-1,6-naphthyridin-3-yl)methanesulfonamide